ClC1=CC=C(C=C1)C=1N=C2N(C=CC=C2)C1CC(=O)N1CC2CNCC2C1 [2-(4-chlorophenyl)imidazo[1,2-a]pyridin-3-yl]methyl-[hexahydropyrrolo[3,4-c]pyrrol-2(1H)-yl]methanone